2-(6-(((1S,2S,3R,5S)-2-fluoro-8-azabicyclo[3.2.1]oct-6-en-3-yl)(methyl)amino)pyridazin-3-yl)-5-(2-methoxypyridin-4-yl)phenol F[C@H]1[C@@H]2C=C[C@H](C[C@H]1N(C1=CC=C(N=N1)C1=C(C=C(C=C1)C1=CC(=NC=C1)OC)O)C)N2